FC(C1=CC=C(C=CC=2C=C3C(=CC=NC3=CC2)C(=O)NCC(=O)N2C(CC(C2)(F)F)C#N)C=C1)(F)F 6-(4-trifluoromethylstyryl)-N-(2-(2-cyano-4,4-difluoropyrrolidin-1-yl)-2-oxoethyl)quinoline-4-carboxamide